((4-(6-(isoquinolin-4-ylmethoxy)pyridin-2-yl)piperidin-1-yl)methyl)-1H-benzo[d]imidazole-6-carboxylic acid C1=NC=C(C2=CC=CC=C12)COC1=CC=CC(=N1)C1CCN(CC1)CN1C=NC2=C1C=C(C=C2)C(=O)O